C(OCCl)(OCC1=C(C=CC=C1)OP(=O)(OC(C)(C)C)OC(C)(C)C)=O Chloromethyl (2-((di-tert-butoxyphosphoryl)oxy)benzyl) carbonate